(3R,4R)-1-(1H-benzo[d]imidazol-5-yl)-3-cyclopropyl-4-(2-methyl-6-(4-(trifluoromethyl)-1H-imidazol-1-yl)pyridin-3-yl)azetidin-2-one N1C=NC2=C1C=CC(=C2)N2C([C@@H]([C@@H]2C=2C(=NC(=CC2)N2C=NC(=C2)C(F)(F)F)C)C2CC2)=O